5-(thiazol-2-ylamino)benzamide S1C(=NC=C1)NC=1C=CC=C(C(=O)N)C1